(2-Cyanoethyl)triethoxysilane C(#N)CC[Si](OCC)(OCC)OCC